1-phenyl-2-chloro-ethane C1(=CC=CC=C1)CCCl